BrC1=C(C=CC(=C1)C(F)(F)F)COCOC 2-Bromo-1-((methoxymethoxy)methyl)-4-(trifluoromethyl)benzene